1-(6-fluoropicolinoyl)-N-(4-(3-(pyridin-4-yl)phenyl)thiazol-2-yl)azetidine-2-carboxamide FC1=CC=CC(=N1)C(=O)N1C(CC1)C(=O)NC=1SC=C(N1)C1=CC(=CC=C1)C1=CC=NC=C1